ClC1=C(C=CC=C1)C1=NC=CC=C1C(=O)NC=1SC(=NN1)OCC1=NC=C(C=C1)Cl 2-(2-chlorophenyl)-N-[5-[(5-chloropyridin-2-yl)methoxy]-1,3,4-thiadiazol-2-yl]pyridine-3-carboxamide